(2-azabicyclo[2.2.1]heptan-5-yl)ethenesulfonamide 18,18-dimethyl-15-oxo-3,6,9,12-tetraoxa-16-azanonadecyl-4-methylbenzenesulfonate CC(CNC(CCOCCOCCOCCOCCOS(=O)(=O)C1=CC=C(C=C1)C)=O)(C)C.C12NCC(C(C1)C(=C)S(=O)(=O)N)C2